CC=1C=C(C(=O)OC2=C(C(=CC(=C2)Br)C=NC2=CC=C(C=C2)CN(CC)CC)O)C=CC1 5-bromo-3-((4-((dieth-ylamino)methyl)phenylimino)methyl)-2-hydroxyphenyl 3-meth-ylbenzoate